4-((2,4-dichloropyrimidin-5-yl)methyl)-1-methylpiperazin-2-one ClC1=NC=C(C(=N1)Cl)CN1CC(N(CC1)C)=O